4-(4-pyridyl)-biphenyl-4'-ethanone N1=CC=C(C=C1)C1=CC=C(C=C1)C1=CC=C(C=C1)CC=O